2,3,5,6-tetrachloroisophthalonitrile ClC1C(C#N)=C(C(=CC1(C#N)Cl)Cl)Cl